8-fluoro-1-[(2R,4R)-2-methyltetrahydro-2H-pyran-4-yl]-2-{[5-(trifluoromethyl)pyrazin-2-yl]methyl}-1H-imidazo[4,5-c]quinoline, formate salt C(=O)O.FC1=CC=2C3=C(C=NC2C=C1)N=C(N3[C@H]3C[C@H](OCC3)C)CC3=NC=C(N=C3)C(F)(F)F